CN1CCN(CC1)C1=CC=C(C=C1)C=1C=C2C(=NC1)C(=C(O2)C)C2=CC=CC=C2 1-methyl-4-(4-{2-methyl-3-phenylfuro[3,2-b]pyridin-6-yl}phenyl)piperazine